ClC=1N=NN(C1)C1=C(C=C(C=C1)C)[N+](=O)[O-] 4-chloro-1-(4-methyl-2-nitrophenyl)-1H-1,2,3-triazole